(5-(5-chloro-2-methoxypyridin-4-yl)-1H-pyrazole-3-carbonyl)-N-((4-methylpyridin-3-yl)methyl)piperidine-4-carboxamide ClC=1C(=CC(=NC1)OC)C1=CC(=NN1)C(=O)N1CCC(CC1)C(=O)NCC=1C=NC=CC1C